ethyl (Z)-2-azido-3-(5-methylthien-3-yl)prop-2-enoate N(=[N+]=[N-])\C(\C(=O)OCC)=C/C1=CSC(=C1)C